6,7-difluoro-3-(methoxymethoxy)naphthalen-1-ol FC=1C=C2C=C(C=C(C2=CC1F)O)OCOC